methyl 1-((S)-2-((tert-butoxycarbonyl) amino) propyl)-2-oxapiperidine-3-carboxylate C(C)(C)(C)OC(=O)N[C@H](CN1OC(CCC1)C(=O)OC)C